N-((S)-cyanamido(2-((R)-1,2-dihydroxypropan-2-yl)thiazol-5-yl)(oxo)-λ6-sulfaneylidene)-2-(4-cyano-3-fluoro-2,6-diisopropylphenyl)acetamide N(C#N)[S@](=NC(CC1=C(C(=C(C=C1C(C)C)C#N)F)C(C)C)=O)(=O)C1=CN=C(S1)[C@](CO)(C)O